C[C@H](C(=O)OC)COS(=O)(=O)C(F)(F)F methyl (S)-2-methyl-3-(((trifluoromethyl)sulfonyl)oxy)propanoate